C(C1=CC=CC=C1)OC1=NC(=CC=C1C1=CC(=C(C=C1)N1CCC2(CCN(CC2)C(=O)OC(C)(C)C)CC1)F)OCC1=CC=CC=C1 tert-butyl 9-[4-(2,6-dibenzyloxy-3-pyridyl)-2-fluoro-phenyl]-3,9-diazaspiro[5.5]undecane-3-carboxylate